5-[(4-Chloroindazol-1-yl)methyl]-2-(3-chloro-2-pyridinyl)pyrazole-3-carboxylic acid ethyl ester C(C)OC(=O)C=1N(N=C(C1)CN1N=CC2=C(C=CC=C12)Cl)C1=NC=CC=C1Cl